CNCC=1C=CC2=C(CC3(CCN(CC3)C)O2)C1 N-Methyl-1-(1'-methyl-3H-spiro[benzofuran-2,4'-piperidin]-5-yl)methanamine